CCCCCCCC[Si](Cl)(Cl)Cl n-octyltrichlorosilane